FC1=NC(=C2N=CN(C2=N1)C1OCCC1)NCC1=CC=C(C=C1)OC 2-fluoro-6-[(4-methoxybenzyl)amino]-9-(tetrahydrofuran-2-yl)-9H-purine